BrC=1SC(=C(N1)C)C 2-bromo-4,5-dimethylthiazole